BrC1=CC2=C(OC(=C2COC2=C(C=CC=C2)CC(=O)OCC)C)C2=C1OC=C2 ethyl 2-(2-((5-bromo-2-methylbenzo[1,2-b:3,4-b']difuran-3-yl)methoxy)phenyl)acetate